benzyl-zinc(II) bromide [Br-].C(C1=CC=CC=C1)[Zn+]